Ethyl (2-amino-6-((3-fluoro-5-(trifluoromethyl)benzyl)amino)pyridin-3-yl)carbamate NC1=NC(=CC=C1NC(OCC)=O)NCC1=CC(=CC(=C1)C(F)(F)F)F